C(=O)(O)C1=CC(=C(C(=O)NC2=C(C(=O)O)C=CC=C2C(=O)O)C=C1O)O 2-(4-carboxy-2,5-dihydroxybenzoylamino)isophthalic acid